heptanelactam C1(CCCCCCN1)=O